C1CCC2=NC3=C(C(=C21)NC(=O)N=[S@](=O)(N)C=2SC=C(C2)C(C)(C)O)CCC3 (R)-N'-((1,2,3,5,6,7-hexahydrodicyclopenta[b,e]pyridin-8-yl)carbamoyl)-4-(2-hydroxypropan-2-yl)thiophene-2-sulfonimidamide